1-(1-{2-[4-(2,3-dimethylphenyl)piperazin-1-yl]-2-oxoethyl}-1,4,5,6-tetrahydrocyclopenta[c]pyrazole-3-carbonyl)-4-methyl-1,4-diazepan-5-one CC1=C(C=CC=C1C)N1CCN(CC1)C(CN1N=C(C2=C1CCC2)C(=O)N2CCN(C(CC2)=O)C)=O